ClC1=C(C=NC(=C1F)N1CC(C1)OC(C(F)(F)F)C)C(=O)N1CCN(CC1)C=1OC=2C(=NC(=CC2)C)N1 [4-chloro-5-fluoro-6-[3-(2,2,2-trifluoro-1-methyl-ethoxy)azetidin-1-yl]-3-pyridyl]-[4-(5-methyloxazolo[4,5-b]pyridin-2-yl)piperazin-1-yl]methanone